5-piperazin-1-yl-pyrazolo[1,5-a]pyrimidine N1(CCNCC1)C1=NC=2N(C=C1)N=CC2